CN1CN(C(CC1=O)(C1=CC2=C(SC3=C2C=C(C=C3)C#CC)C=C1)C)C(CCCCCCCCCCCCCCC)=O 3,6-dimethyl-1-palmitoyl-6-(8-(prop-1-yn-1-yl)dibenzo[b,d]thiophen-2-yl)tetrahydropyrimidin-4(1H)-one